8-((tetrahydro-2H-pyran-2-yl)oxy)octanal O1C(CCCC1)OCCCCCCCC=O